[Cl-].C1=CC=CC=2C3=CC=CC=C3C(C12)COC(=O)NCC[N+](C)(C)CC(=O)O ((2-((((9H-fluoren-9-yl)methoxy)carbonyl)amino)-N-(carboxymethyl)-N,N-dimethylethan-1-aminium)) chloride